2-butyl-N,N-bis(4-methoxybenzyl)-1-((2,2,5-trimethyl-1,3-dioxan-5-yl)methyl)-6,7,8,9-tetrahydro-1H-imidazo[4,5-c]quinolin-4-amine C(CCC)C=1N(C2=C(C(=NC=3CCCCC23)N(CC2=CC=C(C=C2)OC)CC2=CC=C(C=C2)OC)N1)CC1(COC(OC1)(C)C)C